The molecule is a 4-hydroxy-1-pyrroline-2-carboxylic acid in which the 4-hydroxy group has S-configuration. It is a conjugate acid of a (S)-4-hydroxy-1-pyrroline-2-carboxylate. C1[C@@H](CN=C1C(=O)O)O